C1(OCCC(CCO1)C)=O (3-methyl pentamethylene) carbonate